2-Acryloyloxy-ethanol C(C=C)(=O)OCCO